2-(2-(1-(1-bromo-4-methoxynaphthalen-2-yl)ethylidene)hydrazyl)pyridine BrC1=C(C=C(C2=CC=CC=C12)OC)C(C)=NNC1=NC=CC=C1